6-bromo-3-(2-(trifluoromethyl)benzyl)isobenzofuran-1(3H)-one BrC1=CC=C2C(OC(C2=C1)=O)CC1=C(C=CC=C1)C(F)(F)F